N-(3-(3-((tert-butyldimethylsilyl)oxy)azetidin-1-yl)-4-chlorophenyl)-3-methyl-1-(5-methyl-1,3,4-oxadiazol-2-yl)-6-azabicyclo[3.1.1]heptane-6-carboxamide [Si](C)(C)(C(C)(C)C)OC1CN(C1)C=1C=C(C=CC1Cl)NC(=O)N1C2CC(CC1(C2)C=2OC(=NN2)C)C